FC=1C(=C2C(=NC1)NN=C2)C=2C(=NN1C2CCC(C1)(C)C)C1=NC=C(C=C1)F 5-Fluoro-4-[2-(5-fluoro-2-pyridyl)-6,6-dimethyl-5,7-dihydro-4H-pyrazolo[1,5-a]pyridin-3-yl]-1H-pyrazolo[3,4-b]pyridine